4,4-difluoro-1-[5-methoxy-2-(trifluoromethyl)quinazolin-4-yl]butane-1,3-dione FC(C(CC(=O)C1=NC(=NC2=CC=CC(=C12)OC)C(F)(F)F)=O)F